dihydro-[1,2,4]triazolo[4,3-a]pyrazin N1NCN2C1=CN=CC2